C1=C(C=CC=2OC3=C(C21)C=CC=C3)C3=C(C#N)C(=C(C(=C3C3=NC(=NC(=N3)C3=CC=CC=C3)C3=CC=CC=C3)N3C2=CC=CC=C2C=2C=C(C=CC32)C)N3C2=CC=CC=C2C=2C=C(C=CC32)C)N3C2=CC=CC=C2C=2C=C(C=CC32)C 2-(dibenzo[b,d]furan-2-yl)-3-(4,6-diphenyl-1,3,5-triazin-2-yl)-4,5,6-tris(3-methyl-9H-carbazol-9-yl)benzonitrile